tert-Butyl (2R,3'R)-2-(methoxymethyl)-[1,3'-bipyrrolidine]-1'-carboxylate COC[C@@H]1N(CCC1)[C@H]1CN(CC1)C(=O)OC(C)(C)C